4-(Furan-2-ylmethyl)benzene-1,3-diol O1C(=CC=C1)CC1=C(C=C(C=C1)O)O